Triisodecylphosphit C(CCCCCCC(C)C)OP(OCCCCCCCC(C)C)OCCCCCCCC(C)C